(2S,4R)-1-((S)-2-(2-(2-azidoethoxy)acetylamino)-3,3-dimethylbutyryl)-4-hydroxy-N-(4-(4-methylthiazol-5-yl)benzyl)-2-pyrrolidinecarboxamide N(=[N+]=[N-])CCOCC(=O)N[C@H](C(=O)N1[C@@H](C[C@H](C1)O)C(=O)NCC1=CC=C(C=C1)C1=C(N=CS1)C)C(C)(C)C